4,6-bis{1-(4-hydroxyphenyl)-1-methylethyl}-1,3-dihydroxybenzene OC1=CC=C(C=C1)C(C)(C)C1=C(C=C(C(=C1)C(C)(C1=CC=C(C=C1)O)C)O)O